C(#N)C=1C=C(C=C(C1)F)NC(=O)C=1C=NN(C1)C N-(3-cyano-5-fluorophenyl)-1-methyl-1H-pyrazole-4-carboxamide